C(=O)=C1C(C(C(C(=C1)P(C1=CC=CC=C1)(C1=CC=CC=C1)=[N+]=P(C1=CC=CC=C1)(C1=CC=CC=C1)C1=CC=CC=C1)=C=O)=C=O)=C=O.[Ir+3] iridium tetracarbonyl-bis(triphenylphosphoranylidene)ammonium